(Z)-1-(4-(5-chloro-2-methylphenyl)piperazin-1-yl)-3-(4-(pentafluoro-λ6-sulfaneyl)phenyl)prop-2-en-1-one ClC=1C=CC(=C(C1)N1CCN(CC1)C(\C=C/C1=CC=C(C=C1)S(F)(F)(F)(F)F)=O)C